2-(4-bromo-8-carbonyl-5,6,7,8-tetrahydroisoquinolin-7-yl)acetic acid BrC1=CN=CC=2C(C(CCC12)CC(=O)O)=C=O